Boc-glycine hydrazide C(=O)(OC(C)(C)C)NCC(=O)NN